NC1=NC(N(C=C1C)N(C1=NC(NC=C1)=O)C)=O 4-amino-5-methyl-2-oxo-pyrimidin-1-yl-(methylcytosine)